Natrium (S)-3-(5-Fluoro-3'-methoxybiphenyl-3-yl)-3-(3-(4-hydroxy-1,6-dimethyl-2-oxo-1,2-dihydropyridin-3-yl)ureido)propanoat FC=1C=C(C=C(C1)C1=CC(=CC=C1)OC)[C@H](CC(=O)[O-])NC(=O)NC=1C(N(C(=CC1O)C)C)=O.[Na+]